4-((tert-butyldimethylsilyloxy)phenyl)-3,4-dihydroisoquinoline-2(1H)-carboxylic acid quinuclidin-4-ylmethyl ester N12CCC(CC1)(CC2)COC(=O)N2CC1=CC=CC=C1C(C2)C2=C(C=CC=C2)O[Si](C)(C)C(C)(C)C